(S)-2-(6-(3-fluoropiperidin-1-yl)pyridin-3-yl)-6,7-dihydrothiazolo[5,4-c]pyridin-4(5H)-one F[C@@H]1CN(CCC1)C1=CC=C(C=N1)C=1SC=2C(NCCC2N1)=O